2-fluoro-5-methyl-pyridin-3-amine FC1=NC=C(C=C1N)C